(6aR,9R)-4-acetyl-N,N-diethyl-7-methyl-6,6a,8,9-tetrahydroindolo[4,3-fg]quinoline-9-carboxamide C(C)(=O)N1C=C2C3=C(C4=C[C@H](CN([C@@H]4C2)C)C(=O)N(CC)CC)C=CC=C13